dimethyl-6-(dimethylamino)-3-methylbenzo[g]pyrrolo[2,1-a]-phthalazine-1,2-dicarboxylic acid CC1=CC=CC2=C1C(=C1C(=NN3C(C1=C2)=C(C(=C3C)C(=O)O)C(=O)O)N(C)C)C